N1C=NC=C1.[Ce] cerium imidazole